(5-chloropyridin-2-yl)-2-(6-chloropyridin-3-yl)propionamide ClC=1C=CC(=NC1)C(C(=O)N)(C)C=1C=NC(=CC1)Cl